The molecule is a diterpenoid of the clerodane group isolated from the leaves and twigs of Casearia membranacea. It exhibits significant cytotoxicity against human prostrate (PC-3) cancer cells. It has a role as a metabolite and an antineoplastic agent. It is an acetate ester, a cyclic ether, a diterpenoid, an organic heterotricyclic compound, a secondary alcohol and a diol. CCC(C)C(=O)O[C@@H]1C[C@@H]2[C@@]([C@H](C[C@H]([C@@]23[C@H](O[C@H](C3=C1)OC(=O)C)OC(=O)C)O)C)(C)C[C@@H](C(=C)C=C)O